ClC1=CC=C2CC(C(C2=C1)=O)C 6-chloro-2-methyl-2,3-dihydro-1H-inden-1-one